2-(7-bromo-6-fluoro-1,3-benzodioxol-5-yl)-N4,6-dimethyl-pyrimidine-2,4-diamine BrC1=C(C(=CC2=C1OCO2)C2(NC(=CC(=N2)NC)C)N)F